ethyl 3-(4-fluorophenylethyl)-1H-pyrazole-5-carboxylate FC1=CC=C(C=C1)CCC1=NNC(=C1)C(=O)OCC